FC1=CC=C(O1)C1=NC(=CC=2N1N=C(N2)C)NC(=O)C2CC2 N-[5-(5-fluorofuran-2-yl)-2-methyl-[1,2,4]triazolo[1,5-c]pyrimidin-7-yl]cyclopropanecarboxamide